P(=O)(O)(O)OC[C@@H]1[C@H]([C@H]([C@@H](O1)N1C=NC=2C(N)=NC=NC12)OC1[C@H](O)[C@H](O)[C@H](O1)CO)O 2'-O-ribosyl-adenosine phosphate